C1(=C(C=CC=C1)N(CC1=CC=CC=C1)N(C)C)N(CC1=CC=CC=C1)N(C)C phenylenedi(dimethylaminobenzylamine)